(S)-2-((1-methyl-1H-pyrazolo[3,4-d]pyrimidin-4-yl)amino)-4-((2-(methylsulfonyl)ethyl)(4-(5,6,7,8-tetrahydro-1,8-naphthyridin-2-yl)butyl)amino)butanoic acid CN1N=CC=2C1=NC=NC2N[C@H](C(=O)O)CCN(CCCCC2=NC=1NCCCC1C=C2)CCS(=O)(=O)C